C(C)OCOC(=O)C1C2C=CC(C1)C2=O 5-ethoxymethyloxycarbonyl-7-oxo-bicyclo[2.2.1]Hept-2-ene